(R)-3-((8-methylisoquinolin-1-yl)amino)piperidine-1-carboxylate CC=1C=CC=C2C=CN=C(C12)N[C@H]1CN(CCC1)C(=O)[O-]